2-oxo-2-((5-(1-(4-(trifluoromethyl)phenyl)-1H-pyrazol-4-yl)-1H-indol-3-yl)amino)acetic acid O=C(C(=O)O)NC1=CNC2=CC=C(C=C12)C=1C=NN(C1)C1=CC=C(C=C1)C(F)(F)F